3-[5-(2-azaspiro[3.3]heptan-6-yl)-3-methyl-2-oxo-benzimidazol-1-yl]piperidine-2,6-dione C1NCC12CC(C2)C2=CC1=C(N(C(N1C)=O)C1C(NC(CC1)=O)=O)C=C2